The molecule is a hydroxy monocarboxylic acid that is ibuprofen in which the methine proton on the isobutyl group has been replaced by a hydroxy group. It has a role as a drug metabolite. It is a hydroxy monocarboxylic acid and a tertiary alcohol. CC(C1=CC=C(C=C1)CC(C)(C)O)C(=O)O